N-(4-(4-amino-7-methyl-5-(1-((6-methylpyridin-2-yl)methyl)-2-oxo-1,2-dihydropyridin-4-yl)-7H-pyrrolo[2,3-d]pyrimidin-6-yl)phenyl)methacrylamide NC=1C2=C(N=CN1)N(C(=C2C2=CC(N(C=C2)CC2=NC(=CC=C2)C)=O)C2=CC=C(C=C2)NC(C(=C)C)=O)C